3-hydroxy-azetidine-1-carboxylic acid tert-butyl ester C(C)(C)(C)OC(=O)N1CC(C1)O